3'-[1,2-ethylenebis(thio)]di-1-propanol C(CSCCCO)SCCCO